2-aminoheptanedioic acid NC(C(=O)O)CCCCC(=O)O